5-chloro-N-(3-chloro-1-(1-methylpiperidin-4-yl)-1H-pyrazol-4-yl)-7-ethyl-7H-pyrrolo[2,3-d]pyrimidin-2-amine ClC1=CN(C=2N=C(N=CC21)NC=2C(=NN(C2)C2CCN(CC2)C)Cl)CC